C12CCC(CC1)C2 (1S,2R,4R)-bicyclo[2.2.1]heptan